tert-Butyl rac-(3S)-6-[2-(cyclopropoxy)-4-pyridyl]-3-methyl-3,4-dihydro-2H-pyridine-1-carboxylate Sodium carbonate C([O-])([O-])=O.[Na+].C1(CC1)OC1=NC=CC(=C1)C1=CC[C@@H](CN1C(=O)OC(C)(C)C)C.[Na+] |r|